C(CCCC)C1CCC(CC1)C1CCC(CC1)C(=O)OC1=CC=C(C=C1)/C=C/C(=O)O (E)-3-(4-(((trans,trans)-4'-pentyl-[1,1'-bi(cyclohexane)]-4-carbonyl)oxy)phenyl)acrylic acid